ClC=1C(=C(C=CC1)N1CC=2N=C(N=C(C2CC1)N1C[C@@H](NCC1)CC#N)OC[C@H]1N(CCC1)C)CC 2-[(2S)-4-[7-(3-chloro-2-ethyl-phenyl)-2-[[(2S)-1-methylpyrrolidin-2-yl]methoxy]-6,8-dihydro-5H-pyrido[3,4-d]pyrimidin-4-yl]piperazin-2-yl]acetonitrile